N-methyl-3-(3-nitro-1H-pyrazol-1-yl)benzamide CNC(C1=CC(=CC=C1)N1N=C(C=C1)[N+](=O)[O-])=O